(2R)-1-(2-{[1-(2,2-difluoroethyl)-1H-pyrazol-4-yl]sulfonyl}-2H,4H,5H,6H-pyrrolo[3,4-c]pyrazol-5-yl)-2-hydroxy-2-phenylethan-1-one FC(CN1N=CC(=C1)S(=O)(=O)N1N=C2C(=C1)CN(C2)C([C@@H](C2=CC=CC=C2)O)=O)F